FC1(CCC(CC1)N1NC(=CC=C1)C=1C=NN(C1)C1=C(C=C(C=C1)[N+](=O)[O-])F)F 2-(4,4-difluorocyclohexyl)-6-(1-(2-fluoro-4-nitrophenyl)-1H-pyrazol-4-yl)pyridazine